COC=1C=CC(=NC1)C=1SC(=CN1)NC1=NC=CC(=C1)OC(C)C N-[2-(5-methoxypyridin-2-yl)-1,3-thiazol-5-yl]-4-(prop-2-yloxy)pyridin-2-amine